(2-(((2-oxo-1,3-dioxolan-4-yl) methoxy) formamido))-ethyl methacrylate C(C(=C)C)(=O)OCCNC(=O)OCC1OC(OC1)=O